BrC1=CN=C(C(=N1)C#N)OC(F)F 6-bromo-3-(difluoromethoxy)pyrazine-2-carbonitrile